6-(4-Chloro-2-fluorophenyl)-N-[(2S)-1-hydroxypropan-2-yl]-3-oxo-2-(pyridin-3-yl)-2,3-dihydropyridazine-4-carboxamide ClC1=CC(=C(C=C1)C=1C=C(C(N(N1)C=1C=NC=CC1)=O)C(=O)N[C@H](CO)C)F